CC1(CCN(CC1)CC1=CC=C(C=C1)NC(=O)N)C 4-((4,4-dimethylpiperidin-1-yl)methyl)phenylurea